C[C@@]12[C@H]3[C@H]4[C@H]([C@@H]([C@@]1(C[C@@H]5[C@]2(O5)C(=O)O3)O)C(=O)O4)C(C)(C)O The molecule is an organic heteropentacyclic compound that is picrotoxinin in which the olefinic double bond has undergone addition of water to give the corresponding tertiary alcohol. It is the less toxic component of picrotoxin, lacking GABA activity. It has a role as a plant metabolite. It is an organic heteropentacyclic compound, an epoxide, a tertiary alcohol, a gamma-lactone, a diol and a picrotoxane sesquiterpenoid. It derives from a picrotoxinin.